N2-(imidazo[1,5-a]pyridin-1-yl)-N4-methyl-5-(trifluoromethyl)pyrimidine-2,4-diamine C=1(N=CN2C1C=CC=C2)NC2=NC=C(C(=N2)NC)C(F)(F)F